O=C1NC(CCC1N1C(C2=CC=CC(=C2C1)C#CC1=CC=C(CN2[C@H](CN(CC2)C2=C(C=C(C#N)C=C2)F)C)C=C1)=O)=O 4-((3S)-4-(4-((2-(2,6-dioxopiperidin-3-yl)-1-oxoisoindolin-4-yl)ethynyl)benzyl)-3-methylpiperazin-1-yl)-3-fluorobenzonitrile